4-({2-Amino-4-[(2-ethoxyethyl)amino]-5H-pyrrolo[3,2-d]pyrimidin-5-yl}methyl)-3-methoxybenzamide NC=1N=C(C2=C(N1)C=CN2CC2=C(C=C(C(=O)N)C=C2)OC)NCCOCC